tert-butyl 4-(3-nitrophenyl)-5,6-dihydropyridine-1(2H)-carboxylate [N+](=O)([O-])C=1C=C(C=CC1)C1=CCN(CC1)C(=O)OC(C)(C)C